rac-2-hydroxy-1-(6-(3-methyl-1H-pyrrolo[2,3-b]pyridin-5-yl)-4-((R)-pyrrolidin-2-yl)isoindol-2-yl)propan-1-one O[C@@H](C(=O)N1C=C2C=C(C=C(C2=C1)[C@@H]1NCCC1)C=1C=C2C(=NC1)NC=C2C)C |&1:1|